O1CCOC2=C1C=CC=C2NC(=O)[C@@H]2CN(C[C@H]2C2=CC=CC=C2)C(=O)OC(C)(C)C |r| tert-Butyl (±)-trans-3-(2,3-dihydro-1,4-benzodioxin-5-ylcarbamoyl)-4-phenylpyrrolidine-1-carboxylate